[4-[[(2-methoxy-3-methyl-benzoyl)amino]methyl]phenyl]boronic acid COC1=C(C(=O)NCC2=CC=C(C=C2)B(O)O)C=CC=C1C